8-hydroxy-3-(3,4,5-trimethoxyphenyl)-naphtho[2,3-d]isoxazole-4,9-dione OC=1C=2C(C3=C(C(=NO3)C3=CC(=C(C(=C3)OC)OC)OC)C(C2C=CC1)=O)=O